3-(5-((4-(3-(3-amino-5-(4-amino-4-methylpiperidin-1-yl)pyrazin-2-yl)-2-chlorophenyl)piperazin-1-yl)methyl)-1-oxoisoindolin-2-yl)piperidine-2,6-dione NC=1C(=NC=C(N1)N1CCC(CC1)(C)N)C=1C(=C(C=CC1)N1CCN(CC1)CC=1C=C2CN(C(C2=CC1)=O)C1C(NC(CC1)=O)=O)Cl